3-oxooctahydro-2H-pyrido[4,3-b][1,4]oxazin-6-ium (2S,3S)-3-carboxy-2,3-bis((4-methylbenzoyl)oxy)propanoate salt C(=O)(O)[C@H]([C@@H](C(=O)[O-])OC(C1=CC=C(C=C1)C)=O)OC(C1=CC=C(C=C1)C)=O.O=C1NC2C(OC1)CC[NH2+]C2